pentachlorododecyl-ammonium ClC(CCCCCCCCCCC(Cl)(Cl)Cl)(Cl)[NH3+]